ClC1=NC=C(C(=N1)NC1=C(C=CC=C1)NS(=O)(=O)C(C)C)Cl N-(2-((2,5-dichloropyrimidin-4-yl)amino)phenyl)propan-2-sulfonamide